(E)-3-fluoro-2-((4-((((tetrahydro-2H-pyran-4-yl)methoxy)methyl)sulfonyl)phenoxy)methyl)prop-2-en-1-amine F/C=C(\CN)/COC1=CC=C(C=C1)S(=O)(=O)COCC1CCOCC1